CC=1C(=NC(=NC1)NC1=CC=NN1C)C=1N=C(OC1)C(=O)NCC1=CC=NC=C1 4-(5-methyl-2-((1-methyl-1H-pyrazol-5-yl)amino)pyrimidin-4-yl)-N-(pyridin-4-ylmethyl)oxazole-2-carboxamide